2-(5-ethyl-3,6-dimethoxypyridin-2-yl)ethan-1-amine C(C)C=1C=C(C(=NC1OC)CCN)OC